phosphoric acid-potassium salt [K+].P([O-])([O-])([O-])=O.[K+].[K+]